(S)-2-((R)-7-fluoroisochroman-1-yl)azetidine FC1=CC=C2CCO[C@H](C2=C1)[C@H]1NCC1